BrC1=CC=C2C(=CN(C2=C1)C)C(=O)OC(C)(C)C tert-Butyl 6-bromo-1-methyl-1H-indole-3-carboxylate